C[C@]12C[C@@H]3[C@]4([C@]56[C@H]1C(=O)[C@](O5)([C@@H]7C[C@H]([C@]8(CC=CC(=O)[C@@]8([C@H]7CC[C@]6(C(=O)O4)O)C)O)O)OC[C@H]2C(=O)O3)C The molecule is a physalin with antimalarial and antimycobacterial activities isolated from Physalis angulata. It has a role as an antimalarial, an antimycobacterial drug and an antineoplastic agent. It is a physalin, a lactone, an enone, a 5alpha-hydroxy steroid, a 6beta-hydroxy steroid, an organic heteroheptacyclic compound and a cyclic ether.